3-chloro-2-methoxy-4-methyl-6,7-dihydro-5H-pyrrolo[3,4-b]Pyridine ClC=1C(=C2C(=NC1OC)CNC2)C